C1(CC1)OC1=CC=2N(C=C1C(=O)NC=1C(N(C=CC1)C1C(C1)F)=O)C=C(N2)[C@@]21CO[C@@](C2)(C1)C (rac)-cis-7-cyclopropyloxy-N-(1-(2-fluorocyclopropyl)-2-oxo-1,2-dihydropyridin-3-yl)-2-(1-methyl-2-oxabicyclo[2.1.1]hex-4-yl)imidazo[1,2-a]pyridine-6-carboxamide